C12CN(CC2C1)C1=C(C=CC(=N1)N1N=NC(=C1)C1=C(C=C(C=C1)NS(=O)(=O)CCO)N1CCC2(CC2)CC1)F N-(4-(1-(6-(3-azabicyclo[3.1.0]hexan-3-yl)-5-fluoropyridin-2-yl)-1H-1,2,3-triazol-4-yl)-3-(6-azaspiro[2.5]octan-6-yl)phenyl)-2-hydroxyethane-1-sulfonamide